3-bromo-1-(3-chloropyridin-2-yl)-1H-pyrazole-5-carbonyl chloride BrC1=NN(C(=C1)C(=O)Cl)C1=NC=CC=C1Cl